FC1=CC=C(C(=O)C2=C(C=CC=C2)NC(C(=O)O)CC2=CC=C(C=C2)OCCC2=CC=CC=3C4=CC=CC=C4NC23)C=C1 (-)-2-[(2-(4-fluorobenzoyl)phenyl)amino]-3-[(4-(2-carbazolylethoxy)phenyl)]propionic acid